ClC1=C(C=C(C=C1)NC=1NC(=C(C(N1)C1=CC=C(C=C1)F)C(=O)OCC)C)C(F)(F)F Ethyl 2-((4-chloro-3-(trifluoromethyl)phenyl)amino)-4-(4-fluorophenyl)-6-methyl-1,4-dihydropyrimidine-5-carboxylate